NC1=CC=C2C(=N1)CC[C@H]2NC([C@H](C)NC(=O)[C@@H]2NCC[C@@H](C2)C2=C(C(=CC=C2)C(F)(F)F)F)=O (2R,4S)-N-((S)-1-(((R)-2-amino-6,7-dihydro-5H-cyclopenta[b]pyridin-5-yl)amino)-1-oxopropan-2-yl)-4-(2-fluoro-3-(trifluoromethyl)phenyl)piperidine-2-carboxamide